C=CCC=CC 1,4-Hexadiene